OC=1C=CC(=C2C(CC(OC12)C1=CC=CC=C1)=O)CO 8-hydroxy-5-hydroxymethyl-2-phenyl-chroman-4-one